N1(C=NC=C1)C1=CC(=CC(=N1)C(=O)NC1CCC(CC1)OCCOC)C(F)(F)F 6-(1H-imidazol-1-yl)-N-((1r,4r)-4-(2-methoxyethoxy)cyclohexyl)-4-(trifluoromethyl)picolinamide